1,3-diazacyclohexane-2,4-dione N1C(NC(CC1)=O)=O